glycinyl-sarcosine Tert-butyl-N-[1-[3-[3-[(4-methoxyphenyl)methyl]-2,4-dioxo-hexahydropyrimidin-1-yl]imidazo[1,2-a]pyridin-7-yl]-4-piperidyl]-N-methyl-carbamate C(C)(C)(C)CN(C(O)=O)C1CCN(CC1)C1=CC=2N(C=C1)C(=CN2)N2C(N(C(CC2)=O)CC2=CC=C(C=C2)OC)=O.NCC(=O)N(C)CC(=O)O